5-chloro-N2-(2-methoxy-5-methyl-4-(4-(4-methyl-1,4-diazepan-1-yl)piperidin-1-yl)phenyl)-N4-(1-methylindolin-6-yl)pyrimidine-2,4-diamine ClC=1C(=NC(=NC1)NC1=C(C=C(C(=C1)C)N1CCC(CC1)N1CCN(CCC1)C)OC)NC1=CC=C2CCN(C2=C1)C